tert-butyl 4-(2-((4,6-dimethoxypyrimidin-2-yl) amino)-4-(trifluoromethyl) phenyl)-5,6-dihydropyridine-1(2H)-carboxylate COC1=NC(=NC(=C1)OC)NC1=C(C=CC(=C1)C(F)(F)F)C1=CCN(CC1)C(=O)OC(C)(C)C